caprylic anhydride C(CCCCCCC)(=O)OC(CCCCCCC)=O